4-amino-7-chloro-N-cyclopropyl-N-((5-(imidazo[1,2-b]pyridazin-6-ylethynyl)pyridin-2-yl)methyl)-1-methyl-1H-pyrazolo[4,3-c]quinoline-8-carboxamide NC1=NC=2C=C(C(=CC2C2=C1C=NN2C)C(=O)N(CC2=NC=C(C=C2)C#CC=2C=CC=1N(N2)C=CN1)C1CC1)Cl